6-(1-(difluoromethyl)-1H-pyrazol-4-yl)-7H-pyrrolo[2,3-d]Pyrimidine hydrochloride Cl.FC(N1N=CC(=C1)C1=CC2=C(N=CN=C2)N1)F